ClC1=CC=C(C=C1)C(C[N+](=O)[O-])C1CCCC=C1N1CCOCC1 4-[6-[1-(4-chlorophenyl)-2-nitro-ethyl]cyclohexen-1-yl]morpholine